BrC=1C=C2C(CN(CC2=CC1)S(=O)(=O)C1=C(C=CC=C1)[N+](=O)[O-])OC 6-bromo-4-methoxy-2-(2-nitrophenyl)sulfonyl-3,4-dihydro-1H-isoquinoline